C(C1=CC=CC=C1)N1N=NC=C1 benzyl-1H-1,2,3-triazol